1,3-Difluoropropan-2-yl (S)-2-((S)-2-((((9H-fluoren-9-yl)methoxy)carbonyl)amino)-3-(1H-indol-3-yl)propanamido)-6-diazo-5-oxohexanoate C1=CC=CC=2C3=CC=CC=C3C(C12)COC(=O)N[C@H](C(=O)N[C@H](C(=O)OC(CF)CF)CCC(C=[N+]=[N-])=O)CC1=CNC2=CC=CC=C12